N=1N=C(NC1)[C@@H]1CN(CC1)C(=O)N1CC(C1)C1=CC=C(C=C1)N1CC(C1)C(F)(F)F [(3S)-3-(4H-1,2,4-Triazol-3-yl)pyrrolidin-1-yl]-[3-[4-[3-(trifluoromethyl)azetidin-1-yl]phenyl]azetidin-1-yl]methanone